4-(1-methylpiperidin-4-yloxy)-1H-benzo[d]Imidazole CN1CCC(CC1)OC1=CC=CC=2NC=NC21